FC1(CCC1)C[C@H](COCOCC[Si](C)(C)C)NC(OC(C)(C)C)=O tert-Butyl N-[(1R)-1-[(1-fluorocyclobutyl)methyl]-2-(2-trimethylsilylethoxymethoxy)ethyl]carbamate